3'-AMINO-4'-CHLORO-BIPHENYL-4-CARBALDEHYDE NC=1C=C(C=CC1Cl)C1=CC=C(C=C1)C=O